3-[5-[3-(trifluoromethyl)pyrrolidin-1-yl]Pyrimidin-2-yl]Azetidine-1-carboxylic acid tert-butyl ester C(C)(C)(C)OC(=O)N1CC(C1)C1=NC=C(C=N1)N1CC(CC1)C(F)(F)F